CC=1CCN(CC1)C(=O)OC(C)(C)C tert-butyl 4-methyl-1,2,3,6-tetrahydropyridine-1-carboxylate